NC(CCN(C(CCCC(=O)O)=O)CCCCCCCC(C)N)C 5-((3-aminobutyl)(8-aminononyl)amino)-5-oxopentanoic acid